ClC=1SC(=CN1)CN\C(=N\[N+](=O)[O-])\NC (E)-1-((2-chlorothiazol-5-yl)methyl)-3-methyl-2-nitroguanidine